4-((5-chloro-2-nitrophenyl)amino)benzoic acid ClC=1C=CC(=C(C1)NC1=CC=C(C(=O)O)C=C1)[N+](=O)[O-]